3-(1,3-dioxolan-2-yl)-4-(morpholine-4-carboxamido)benzoic acid O1C(OCC1)C=1C=C(C(=O)O)C=CC1NC(=O)N1CCOCC1